N3-([1,1'-biphenyl]-4-yl)-N5-(dibenzo[b,d]thiophen-4-yl)-N3,N5-diphenyl-[1,1'-biphenyl]-3,5-diamine C1(=CC=C(C=C1)N(C=1C=C(C=C(C1)N(C1=CC=CC=C1)C1=CC=CC2=C1SC1=C2C=CC=C1)C1=CC=CC=C1)C1=CC=CC=C1)C1=CC=CC=C1